ClC=1C=C2C(=NC(=NC2=C(C1C1=C2C(=NNC2=CC=C1C)NC(C)C)F)N1CC(C1)N(C)C)N1C[C@H](N(C[C@@H]1C)C(C=C)=O)C 1-((2R,5S)-4-(6-chloro-2-(3-(dimethylamino)azetidin-1-yl)-8-fluoro-7-(3-(isopropylamino)-5-methyl-1H-indazol-4-yl)quinazolin-4-yl)-2,5-dimethylpiperazin-1-yl)prop-2-en-1-one